tert-butyl 2-((2-bromo-6-chloropyridin-4-yl)(hydroxy)methyl)-5-(hydroxy-methyl)pyrrolidine-1-carboxylate BrC1=NC(=CC(=C1)C(C1N(C(CC1)CO)C(=O)OC(C)(C)C)O)Cl